N-Cyclohexyl-2-(3,5-dimethylpyrazol-1-yl)-7-methyl-pyrido[3,2-d]pyrimidin-4-amine C1(CCCCC1)NC=1C2=C(N=C(N1)N1N=C(C=C1C)C)C=C(C=N2)C